N-(4-(trifluoromethyl)phenyl)-3-(1,2,5-trimethyl-1H-indol-3-yl)propanamide FC(C1=CC=C(C=C1)NC(CCC1=C(N(C2=CC=C(C=C12)C)C)C)=O)(F)F